CN[C@@H](CO)C(=O)O (S)-Methyl-serine